2-[1-[2-[1-(3-Methoxyphenyl)pyrazol-4-yl]-6-methyl-4-oxo-chromen-8-yl]ethylamino]benzoic acid COC=1C=C(C=CC1)N1N=CC(=C1)C=1OC2=C(C=C(C=C2C(C1)=O)C)C(C)NC1=C(C(=O)O)C=CC=C1